5-Amino-3-[2-chloro-3-fluoro-4-[2-[[3-(3-methyl-1-bicyclo[1.1.1]pentanyl)isoxazol-5-yl]amino]-2-oxo-ethyl]phenyl]-1-isopropyl-pyrazole-4-carboxamide NC1=C(C(=NN1C(C)C)C1=C(C(=C(C=C1)CC(=O)NC1=CC(=NO1)C12CC(C1)(C2)C)F)Cl)C(=O)N